3-(4-Cyano-3-fluorophenyl)-1-(3-fluoro-4-(4-methylpiperazin-1-yl)phenyl)-1H-pyrazole-5-carboxylic acid C(#N)C1=C(C=C(C=C1)C1=NN(C(=C1)C(=O)O)C1=CC(=C(C=C1)N1CCN(CC1)C)F)F